COC(=O)[C@H]1N(C2=CC=CC=C2C1)C(C)=O (S)-1-acetylindoline-2-carboxylic acid methyl ester